2-(2-oxo-3-(3-oxocyclobutyl)imidazolidine-1-yl)-4,6-bis(trifluoromethyl)phenyl (4-fluorophenyl)(methyl)carbamate FC1=CC=C(C=C1)N(C(OC1=C(C=C(C=C1C(F)(F)F)C(F)(F)F)N1C(N(CC1)C1CC(C1)=O)=O)=O)C